trans-benzyl 4-((tert-butyldiphenylsilyl)oxy)-2-(4-(methoxycarbonyl)phenyl)piperidine-1-carboxylate [Si](C1=CC=CC=C1)(C1=CC=CC=C1)(C(C)(C)C)O[C@H]1C[C@@H](N(CC1)C(=O)OCC1=CC=CC=C1)C1=CC=C(C=C1)C(=O)OC